[K].C(C)N1N=NC(=C1)S(=O)(=O)NC(NC1=C2CCCC2=CC=2CCCC12)=O 1-Ethyl-N-((1,2,3,5,6,7-hexahydro-s-indacen-4-yl)carbamoyl)-1H-1,2,3-triazole-4-sulfonamide, potassium salt